ethyl (S)-3-(((R)-tert-butylsulfinyl)amino)-3-(3-cyclopropyl-2,6-difluoro-5-(4,4,5,5-tetramethyl-1,3,2-dioxaborolan-2-yl)phenyl)propanoate C(C)(C)(C)[S@@](=O)N[C@@H](CC(=O)OCC)C1=C(C(=CC(=C1F)B1OC(C(O1)(C)C)(C)C)C1CC1)F